4-(5-bromo-1-methyl-1H-imidazole-2-carboxamido)-2-ethylbenzoate BrC1=CN=C(N1C)C(=O)NC1=CC(=C(C(=O)[O-])C=C1)CC